tert-butyl (R)-3-(3-(3-fluoro-5-(4,4,5,5-tetramethyl-1,3,2-dioxaborolan-2-yl)-7-((triisopropylsilyl)oxy)quinolin-4-yl)propoxy)azepane-1-carboxylate FC=1C=NC2=CC(=CC(=C2C1CCCO[C@H]1CN(CCCC1)C(=O)OC(C)(C)C)B1OC(C(O1)(C)C)(C)C)O[Si](C(C)C)(C(C)C)C(C)C